NC=1N=C(C2=C(C=CC=C2C1)F)C1=C(C=C2C(=NC=NC2=C1)N1CCN(CC1)C(C=C)=O)Cl 1-[4-[7-(3-amino-8-fluoroisoquinolin-1-yl)-6-chloroquinazolin-4-yl]Piperazin-1-yl]Prop-2-en-1-one